FC1=C(COC2=CC=CC(=N2)C2=CC(=C(CN3N(C4=CC(=CC=C4C3=O)C(=O)O)CC3(CC3)CC#N)C=C2C)F)C=CC(=C1)C#N 2-(4-(6-((2-fluoro-4-cyanobenzyl)oxy)pyridin-2-yl)-2-fluoro-5-methylbenzyl)-1-((1-(cyanomethyl)cyclopropyl)methyl)-3-oxo-2,3-dihydro-1H-indazole-6-carboxylic acid